tert-butyl 8-methyl-7,8-dihydro-1,6-naphthyridine-6(5H)-carboxylate CC1CN(CC=2C=CC=NC12)C(=O)OC(C)(C)C